S(C)(=O)(=O)[O-].S(C)(=O)(=O)[O-].[N-]=[N+]=[N-].NCCCCNCCCN spermidine azide bismesylate